FC(C1=C2CN(C(C2=CC(=C1)CNC1(CCC1)C)=O)C1=CC(=CC=C1)C1(CC(C1)F)C1=NN=CN1C)F 4-(difluoromethyl)-2-(3-((1s,3s)-3-fluoro-1-(4-methyl-4H-1,2,4-triazol-3-yl)cyclobutyl)phenyl)-6-(((1-methylcyclobutyl)amino)methyl)isoindolin-1-one